COC1=CC=C(CN2N=CC3=C(C=C(C=C23)B2OC(C(O2)(C)C)(C)C)N2C[C@H](N(CC2)C(=O)OC(C)(C)C)C)C=C1 (R)-tert-butyl 4-(1-(4-methoxybenzyl)-6-(4,4,5,5-tetramethyl-1,3,2-dioxaborolan-2-yl)-1H-indazol-4-yl)-2-methylpiperazine-1-carboxylate